BrC=1C=C(C#N)C=CC1C(=O)N1CCC(CC1)(F)F 3-bromo-4-(4,4-difluoropiperidine-1-carbonyl)benzonitrile